Cl.NC[C@H](C(F)F)O |r| (2RS)-3-amino-1,1-difluoropropan-2-ol hydrochloride